N-[(1S)-1-[4-(1-cyclopropylimidazol-4-yl)phenyl]ethyl]thieno[2,3-d]pyrimidin-4-amine C1(CC1)N1C=NC(=C1)C1=CC=C(C=C1)[C@H](C)NC=1C2=C(N=CN1)SC=C2